C(C)(C)(C)OC(=O)N1CC2=C(C=C1)OCN2 Dihydrooxazolo[4,5-c]pyridine-5(4H)-carboxylic acid tert-butyl ester